C1CNCC1C(=O)O β-proline